N-Benzyl-2,3-dihydro-1H-indene-2-sulfonamide C(C1=CC=CC=C1)NS(=O)(=O)C1CC2=CC=CC=C2C1